CS(CSSCSC)(=O)=O 2,4,5,7-tetrathiaoctane 2,2-dioxide